O1CCN(CC1)C1=C2C[C@@H](NCC2=CC=C1)CN(CCCCNC(=O)N)[C@H]1CCCC=2C=CC=NC12 1-(4-((((R)-5-morpholino-1,2,3,4-tetrahydroisoquinolin-3-yl)methyl)((S)-5,6,7,8-tetrahydroquinolin-8-yl)amino)butyl)urea